2-(trifluoromethyl)-3,3,3-trifluoropropionic acid methyl ester COC(C(C(F)(F)F)C(F)(F)F)=O